COC1=CC=C(C=C1)N1CN(CN(C1)C(Cl)(Cl)Cl)C(Cl)(Cl)Cl 1-(4-methoxyphenyl)-3,5-bis(trichloromethyl)-s-triazine